C(C)(C)(C)SCCC[Si](OCC)(OCC)OCC (3-(tert-butylsulfanyl)propyl)triethoxysilane